Oxopentanoyl-CoA O=CCCCC(=O)SCCNC(CCNC([C@@H](C(COP(OP(OC[C@@H]1[C@H]([C@H]([C@@H](O1)N1C=NC=2C(N)=NC=NC12)O)OP(=O)(O)O)(=O)O)(=O)O)(C)C)O)=O)=O